C(CSCCSCCSCCSCCS)S 3,6,9,12-Tetrathiatetradecane-1,14-dithiol